C(C#CC)(=O)N1C(CCC1)C=1C=C(N2C=NC=CC21)C2=C(C=C(C(=O)NC1=NC=CC(=C1)C1CC1)C=C2)F 4-(5-(1-(but-2-ynoyl)pyrrolidin-2-yl)pyrrolo[1,2-c]pyrimidin-7-yl)-N-(4-cyclopropylpyridin-2-yl)-3-fluorobenzamide